(E)-N-(2-(3-(hydroxyamino)-3-oxoprop-1-en-1-yl)phenyl)-2-((6-(trifluoromethyl)pyridin-3-yl)oxy)benzamide ONC(/C=C/C1=C(C=CC=C1)NC(C1=C(C=CC=C1)OC=1C=NC(=CC1)C(F)(F)F)=O)=O